C(C1=CC=CC=C1)NC=1C=2N(N=C(C1)NCCC1=CC=CC=C1)C(=NN2)C(C)C N8-benzyl-3-isopropyl-N6-(2-phenylethyl)-[1,2,4]triazolo[4,3-b]pyridazine-6,8-diamine